BrC1=CC=C2C=NN(C2=C1OC)CC#N 2-(6-Bromo-7-methoxy-1H-indazol-1-yl)acetonitrile